OC1=NC=CC(C1)=O 2-hydroxy-4-oxo-pyridin